O1CCN(CCN(CCN(CC1)CC(=O)O)CC(=O)O)CC(=O)O oxa-4,7,10-triazacyclododecane-4,7,10-triacetic acid